C(CCC)(=O)OCCC(C)(C)C neohexyl n-butyrate